C(C)(C)(C)OC(NN1CC(CCC1)OC1=C(C=C(C=C1)N)Cl)=O 3-(2-chloro-4-aminophenoxy)piperidine-1-carbamic acid tert-butyl ester